N-(tert-butyl)-3-azabicyclo[3.1.0]hexane-3-carboxamide C(C)(C)(C)NC(=O)N1CC2CC2C1